FC=1C=C(C=CC1OC)C1=CC2=C(C(=N1)C(=O)N)NC(N2C2=CC(=C(C(=C2)OC)OC)OC)=O 6-(3-fluoro-4-methoxyphenyl)-2-oxo-1-(3,4,5-trimethoxyphenyl)-2,3-dihydro-1H-imidazo[4,5-c]pyridine-4-carboxamide